C(C)N1CC2(CN(C2)C=2C=CC(=NC2)NC2=NC=C(C(=N2)C2=C(C3=C(C(=NN(C3=O)C)C(C)C)S2)C)F)C1 2-(2-((5-(6-ethyl-2,6-diazaspiro[3.3]hept-2-yl)pyridin-2-yl)amino)-5-fluoropyrimidin-4-yl)-7-isopropyl-3,5-dimethylthieno[2,3-d]pyridazin-4(5H)-one